C(C)(C)(C)OC(N[C@H]1CO[C@H](C[C@@H]1F)C(=O)N1[C@H](C2=CC=CC=C2CC1)C1=CC=C(C=C1)F)=O ((3S,4S,6R)-4-fluoro-6-((S)-1-(4-fluorophenyl)-1,2,3,4-tetrahydroisoquinoline-2-carbonyl)tetrahydro-2H-pyran-3-yl)carbamic acid tert-butyl ester